6-[(2R)-3-amino-2-methylpropyl]-2-chloro-N-[(furan-2-yl)methyl]-7-methylthieno[3,2-d]pyrimidin-4-amine hydrochloride Cl.NC[C@@H](CC1=C(C=2N=C(N=C(C2S1)NCC=1OC=CC1)Cl)C)C